FC1=C(C=C(C=C1)C(O)C1=NC=CN=C1I)C1=NC=NC2=CC(=CC=C12)N1CCOCC1 [4-Fluoro-3-(7-morpholin-4-yl-quinazolin-4-yl)-phenyl]-(3-iodo-pyrazin-2-yl)-methanol